C1=CC=CC=2C3=CC=CC=C3C(C12)COC(=O)N[C@](C(=O)O)(CC1=CC(=CC=C1)I)C (2S)-2-[9H-fluoren-9-ylmethoxycarbonylamino]-3-(3-iodophenyl)-2-methylpropanoic acid